NC1=NC=2C=CC=CC2C2=C1N=C(N2CC2=CC=C(CNC(CCCCCN1C(C=CC1=O)=O)=O)C=C2)CO N-(4-((4-amino-2-(hydroxymethyl)-1H-imidazo[4,5-c]quinolin-1-yl)methyl)benzyl)-6-(2,5-dioxo-2,5-dihydro-1H-pyrrol-1-yl)hexanamide